(2-benzyl-8-(cyclohexylmethyl)-2,8-diazaspiro[4.5]decan-4-yl)methyl hex-5-ynoate C(CCCC#C)(=O)OCC1CN(CC12CCN(CC2)CC2CCCCC2)CC2=CC=CC=C2